4-((8-methoxy-2-oxo-2H-[1,3]oxazino[5,4-c][1,8]naphthyridin-1(4H)-yl)methyl)benzenesulfonamide COC=1C=CC=2C3=C(C=NC2N1)COC(N3CC3=CC=C(C=C3)S(=O)(=O)N)=O